N-((3R,4S)-4-fluoro-1-methylpyrrolidin-3-yl)-5-(imidazo[1,2-a]pyrimidin-6-yl)-4-methoxypyrrolo[2,1-f][1,2,4]triazin-2-amine F[C@@H]1[C@@H](CN(C1)C)NC1=NN2C(C(=N1)OC)=C(C=C2)C=2C=NC=1N(C2)C=CN1